C(C)OC1=NC(=CC(=C1)C1=CC(=C2C(=N1)N=C(N2)C2=CC=C(C=C2)N2CCCCC2)N(C)CC2(CCCC2)COC)C(F)(F)F 1-(4-{5-[2-Ethoxy-6-(trifluoromethyl)pyridin-4-yl]-7-[{[1-(methoxymethyl)cyclopentyl]methyl}(methyl)amino]-1H-imidazo[4,5-b]pyridin-2-yl}phenyl)piperidin